6-Methyl-8-prenylnaringenin CC1=C(C=2C(C[C@H](OC2C(=C1O)CC=C(C)C)C1=CC=C(O)C=C1)=O)O